2-(4-chloro-1-isopropyl-1H-pyrazol-5-yl)-4-(4-(1-ethyl-4-(trifluoromethyl)-1H-imidazol-2-yl)benzyl)-6-hydroxy-6,7-dihydropyrazolo[1,5-a]pyrimidin-5(4H)-one ClC=1C=NN(C1C1=NN2C(N(C(C(C2)O)=O)CC2=CC=C(C=C2)C=2N(C=C(N2)C(F)(F)F)CC)=C1)C(C)C